(S)-2-(5-(1-cyclopropylpiperidin-4-yl)-3-fluoro-2-methoxyphenyl)-2-((R)-3-((5-(5,6,7,8-tetrahydro-1,8-naphthyridin-2-yl)pentyl)oxy)pyrrolidin-1-yl)acetic acid C1(CC1)N1CCC(CC1)C=1C=C(C(=C(C1)[C@@H](C(=O)O)N1C[C@@H](CC1)OCCCCCC1=NC=2NCCCC2C=C1)OC)F